2-chloro-N-((1-(dimethylamino)cyclobutyl)methyl)-8-fluoro-7-(8-fluoronaphthalen-1-yl)pyrido[4,3-d]pyrimidin-4-amine ClC=1N=C(C2=C(N1)C(=C(N=C2)C2=CC=CC1=CC=CC(=C21)F)F)NCC2(CCC2)N(C)C